FC1=C(CC2=NC3=C(N2C[C@H]2OCC2)C=C(C=C3F)C(=O)O)C=C(C(=C1)C1=NC(=NC=C1)OCC=1SC(=CN1)C(F)(F)F)F (S)-2-(2,5-difluoro-4-(2-((5-(trifluoromethyl)thiazol-2-yl)methoxy)pyrimidin-4-yl)benzyl)-4-fluoro-1-(oxetan-2-ylmethyl)-1H-benzo[d]imidazole-6-carboxylic acid